4-(3-methoxy-2-methylphenyl)-1-methyl-pyrrolo[2,3-b]pyridine-6-carboxamide COC=1C(=C(C=CC1)C1=C2C(=NC(=C1)C(=O)N)N(C=C2)C)C